C(C)(C)OC=1C=C(C=CC1N1CCN(CC1)C)NC=1N=CC2=C(N1)N(C=C2)CCC2=CC=CC=C2 N-(3-isopropoxy-4-(4-methylpiperazin-1-yl)phenyl)-7-phenethyl-7H-pyrrolo[2,3-d]pyrimidin-2-amine